C1(CCCCC1)P(C1=C(C(=CC=C1OC)OC)C1=C(C=C(C=C1C(C)C)C(C)C)C(C)C)C1CCCCC1 dicyclohexyl(2',4',6'-triisopropyl-3,6-dimethoxy-[1,1'-biphenyl]-2-yl)phosphane